BrCC1=CC=C(OC2=CC=C3C(=NN(C3=C2)C)C2C(NC(CC2)=O)=O)C=C1 3-[6-[4-(bromomethyl)phenoxy]-1-methylindazol-3-yl]-piperidine-2,6-dione